OCC=1OC(=CN1)CC1CCN(CC1)C(=O)OC(C)(C)C tert-Butyl 4-((2-(hydroxymethyl)oxazol-5-yl)methyl)piperidine-1-carboxylate